Ethyl-(2-cyano-2-(2-(3,5-dichloro-4-((2-cyclopropylquinolin-6-yl) oxy) phenyl) hydrazono) acetyl) carbamate C(N)(OC(C(=NN(C1=CC(=C(C(=C1)Cl)OC=1C=C2C=CC(=NC2=CC1)C1CC1)Cl)CC)C#N)=O)=O